4-(Benzylamino)-3-bromo-N-ethyl-N-[(4-methoxyphenyl)methyl]benzenesulfonamide C(C1=CC=CC=C1)NC1=C(C=C(C=C1)S(=O)(=O)N(CC1=CC=C(C=C1)OC)CC)Br